C(C)(C)(C)OC(=O)N[C@H](COC=1C=C(C(=O)OC)C=C(C1Cl)[N+](=O)[O-])CC=C (S)-methyl 3-((2-((tert-butoxycarbonyl) amino) pent-4-en-1-yl) oxy)-4-chloro-5-nitrobenzoate